(S)-6,6-dimethyl-N'-(((S)-2-methyl-2,4,5,6-tetrahydro-1H-cyclobuta[f]inden-3-yl)carbamoyl)-6,7-dihydro-5H-pyrazolo[5,1-b][1,3]oxazine-3-sulfonimidamide CC1(CN2C(OC1)=C(C=N2)[S@](=O)(N)=NC(NC2=C1C(=CC=3CCCC23)C[C@@H]1C)=O)C